CN1CCN(CC1)C1=CC=C(C2=CC=CC=C12)[N+](=O)[O-] 1-methyl-4-(4-nitronaphthalen-1-yl)piperazine